(pyridin-2-yl)-1,2,4-thiadiazole N1=C(C=CC=C1)C1=NSC=N1